3-(5-(((3S)-1-((2-((3aR,7aS)-Octahydro-2H-4,7-epoxyisoindol-2-yl)quinazolin-6-yl)methyl)pyrrolidin-3-yl)oxy)-1-oxoisoindolin-2-yl)piperidine-2,6-dione C1N(C[C@@H]2C3CCC([C@H]12)O3)C3=NC1=CC=C(C=C1C=N3)CN3C[C@H](CC3)OC=3C=C1CN(C(C1=CC3)=O)C3C(NC(CC3)=O)=O